C(C)(C)(C)OC(=O)N1C=CC2=C(C=CC(=C12)C)Br 4-bromo-7-methyl-1H-indole-1-carboxylic acid tert-butyl ester